COC=1C=CC(=C(C1)C1=NC=CC=C1)[Si](C)(C)C 2-(5-methoxy-2-(trimethylsilyl)phenyl)pyridine